FC=1C=C(C=C(C1CN1C=C(C=2C=NC(=C(C21)C2=NN(C=C2)C)OC)C)F)S(=O)(=O)N 3,5-difluoro-4-((6-methoxy-3-methyl-7-(1-methyl-1H-pyrazol-3-yl)-1H-pyrrolo[3,2-c]pyridin-1-yl)methyl)benzenesulfonamide